ethyl-1-butanol C(C)C(CCC)O